NC1=NC(=C2N=CN(C2=N1)CC(=O)NC1=CC(=NN1CC)C)NC1CCCCC1 2-(2-amino-6-(cyclohexylamino)-9H-purin-9-yl)-N-(1-ethyl-3-methyl-1H-pyrazol-5-yl)acetamide